N-Methyl-2-(3-(5-oxo-6,7-dihydro-5H-pyrrolo[3,4-b]pyridin-3-yl)butanoyl)-hydrazine-1-carbothioamide CNC(=S)NNC(CC(C)C=1C=C2C(=NC1)CNC2=O)=O